[N+](=O)([O-])C=1C=CC(=NC1)OCCOCCOCCNC(OC(C)(C)C)=O tert-Butyl N-[2-(2-{2-[(5-nitropyridin-2-yl)oxy]ethoxy}ethoxy)ethyl]carbamate